2-(difluoromethyl)-5-(3-fluoro-4-((4-(3-(1-methylazetidin-3-yl)phenyl)-1H-1,2,3-triazol-1-yl)methyl)phenyl)-1,3,4-oxadiazole FC(C=1OC(=NN1)C1=CC(=C(C=C1)CN1N=NC(=C1)C1=CC(=CC=C1)C1CN(C1)C)F)F